ClC=1C(=NC(=NC1)NC1=C(C=C(C(=O)NCC(=O)OCC)C=C1)OC)C=1C=NN(C1)C(C)C.C1(=CC=CC=C1)C=C 1-phenyl ethylene ethyl (4-((5-chloro-4-(1-isopropyl-1H-pyrazol-4-yl)pyrimidin-2-yl)amino)-3-methoxybenzoyl)glycinate